C(C)C1=C(NC2=CC=C(C=C12)C1CCN(CC1)C([C@H]1NCCC1)=O)C1=CC(=NC=C1)C (S)-3-ethyl-2-(2-methylpyridin-4-yl)-5-(1-prolyl-piperidin-4-yl)-1H-indole